2-((4-(7-((1-(((1S,4S)-5-acryloyl-2,5-diazabicyclo[2.2.1]heptan-2-yl)Sulfonyl)piperidin-4-yl)methyl)-2,7-diazaspiro[3.5]nonan-2-yl)pyrimidin-5-yl)oxy)-5-fluoro-N,N-Diisopropylbenzamide C(C=C)(=O)N1[C@@H]2CN([C@H](C1)C2)S(=O)(=O)N2CCC(CC2)CN2CCC1(CN(C1)C1=NC=NC=C1OC1=C(C(=O)N(C(C)C)C(C)C)C=C(C=C1)F)CC2